Ethyl (E)-4-((3,4-difluorophenyl) (3-(pyrrolidin-1-yl) propyl) amino)-4-oxobut-2-enoate FC=1C=C(C=CC1F)N(C(/C=C/C(=O)OCC)=O)CCCN1CCCC1